6-bromo-imidazo[1,2-a]pyridine-2-carboxamide BrC=1C=CC=2N(C1)C=C(N2)C(=O)N